C(C)(C)(C)C=1C=C(C=CC1)B(O)O (3-(tert-butyl)phenyl)boronic acid